C(C)/C(/C(CC)=O)=C\C1=CC=C(C=C1)OC (E)-4-ethyl-5-(4-methoxyphenyl)-pent-4-en-3-one